O.[Ru](Cl)(Cl)Cl ruthenium(III) trichloride monohydrate